C[C@@H]1[C@@H](C[C@@H](C(N1CC(F)(F)F)=O)NC(=O)C=1NC=2CC[C@]3(C(NC4=NC=CC=C43)=O)CC2C1)C1=C(C(=CC=C1F)F)F (S)-N-((3S,5S,6R)-6-methyl-2-oxo-1-(2,2,2-trifluoroethyl)-5-(2,3,6-trifluorophenyl)piperidin-3-yl)-2'-oxo-1,1',2',4,6,7-hexahydrospiro[indole-5,3'-pyrrolo[2,3-b]pyridine]-2-formamide